3-(2-(pyrrolidin-1-yl)ethyl)urea N1(CCCC1)CCNC(N)=O